[2-(2-carboxyethyl)cinnolin-2-ium-4-carbonyl]-cyclopropylsulfonyl-azanide C(=O)(O)CC[N+]1=NC2=CC=CC=C2C(=C1)C(=O)[N-]S(=O)(=O)C1CC1